(5-methyl-1-(tetrahydro-2H-pyran-2-yl)-5,6,7,8-tetrahydro-1H-benzo[f]indazol-4-yl)boronic acid CC1CCCC2=C1C(=C1C=NN(C1=C2)C2OCCCC2)B(O)O